ClC1=C(C[C@H]2[C@@H](OC3(O2)CCCC3)CO)C=CC=C1 ((2S,3S)-3-(2-chlorobenzyl)-1,4-dioxaspiro[4.4]nonan-2-yl)methanol